5-bromo-6-(3-bromo-1-(3-chloropyridin-2-yl)-1H-pyrazole-5-carboxamido)-N-cyclopropylpyrazolo[1,5-a]pyridine-7-carboxamide BrC1=CC=2N(C(=C1NC(=O)C1=CC(=NN1C1=NC=CC=C1Cl)Br)C(=O)NC1CC1)N=CC2